C(C)(C)(C)C1=C(C=CC=C1)C(=O)O 2-(tert-butyl)benzenecarboxylic acid